4-fluoroquinuclidin-3-one hydrochloride Cl.FC12C(CN(CC1)CC2)=O